tert-butyl [3-(2-aminoethoxy)propoxy]acetate NCCOCCCOCC(=O)OC(C)(C)C